FC=1C=C2C=CN(C(C2=CC1)=C=O)C1=CC(=C(C(=C1)C)NC(CC(C)(C)C)=O)C N-(4-(6-fluoro-1-carbonylisoquinolin-2(1H)-yl)-2,6-dimethylphenyl)-3,3-dimethylbutyramide